(5S)-5-{[3-(2-methyl-6-{[(1r,4r)-4-(trifluoromethyl)cyclohexyl]oxy}-pyrimidin-4-yl)-4-(trifluoromethyl)-1H-pyrrolo[3,2-c]pyridin-1-yl]methyl}-1,3-oxazolidin-2-one CC1=NC(=CC(=N1)C1=CN(C2=C1C(=NC=C2)C(F)(F)F)C[C@@H]2CNC(O2)=O)OC2CCC(CC2)C(F)(F)F